O=C1NC(CCC1C1=CC=C(C=C1)N1C2CN(C(C1)C2)CCCNC(OC(C)(C)C)=O)=O tert-butyl (3-(5-(4-(2,6-dioxopiperidin-3-yl)phenyl)-2,5-diazabicyclo[2.2.1]heptan-2-yl)propyl)carbamate